C1N(CC=2C=NC=CC21)CCOC2=CC=1N(C=C2)C(=CN1)C1=CC(=NC=N1)NCC1=CC=C(C=C1)C=1C=NN(C1)C (6-{7-[2-(1,3-dihydro-pyrrolo[3,4-c]pyridin-2-yl)-ethoxy]-imidazo[1,2-a]pyridin-3-yl}-pyrimidin-4-yl)-[4-(1-methyl-1H-pyrazol-4-yl)-benzyl]-amine